COC1=CC=C(C=C1)C(CCNCC1=CC=CC=C1)=O 1-p-methoxyphenyl-3-benzylamino-1-propanone